ClC1=CC=C(C=C1)C(C)(C1=CC=C(C=C1)Cl)N(C)[C@](C(=O)O)(C)NC(=O)C1=NC=CC(=C1O)OC.CN(C)CC1=CC=C(O1)S(=O)(=O)N 5-((dimethylamino)methyl)furan-2-sulfonamide [1,1-bis(4-chlorophenyl)ethylmethyl-amino](2S)-2-[(3-hydroxy-4-methoxy-pyridine-2-carbonyl)amino]propanoate